3-(5-((endo-2-azabicyclo[2.2.1]heptan-3-yl)methoxy)-1-oxoisoindolin-2-yl)piperidine-2,6-dione C12NC(C(CC1)C2)COC=2C=C1CN(C(C1=CC2)=O)C2C(NC(CC2)=O)=O